(biphenyl-4-yl)-{4-(naphthalen-2-yl)phenyl}-(1,1':2',1'':2'',1''':4''',1''''-quinquephenyl-4''-yl)amine C1(=CC=C(C=C1)N(C=1C=C(C(=CC1)C=1C(=CC=CC1)C1=CC=CC=C1)C1=CC=C(C=C1)C1=CC=CC=C1)C1=CC=C(C=C1)C1=CC2=CC=CC=C2C=C1)C1=CC=CC=C1